[Pd].C1(=CC=CC=C1)P(C1=CC=CC=C1)C1=CC=CC=C1.C1(=CC=CC=C1)P(C1=CC=CC=C1)C1=CC=CC=C1.C1(=CC=CC=C1)P(C1=CC=CC=C1)C1=CC=CC=C1.C1(=CC=CC=C1)P(C1=CC=CC=C1)C1=CC=CC=C1 tetrakis(triphenylphosphane) palladium